ClC1=CC=C(C=C1)C1CC2(C1)NC(N(C2=O)C2=CN=CC1=CC=CC=C21)=O 2-(4-chlorophenyl)-7-(isoquinolin-4-yl)-5,7-diazaspiro[3.4]octane-6,8-dione